O=C1NC(CCC1N1C(N(C2=C1C=CC=C2C2CC(C2)CN2CCN(CC2)C(=O)OC(C)(C)C)C)=O)=O Tert-butyl 4-[[3-[1-(2,6-dioxo-3-piperidyl)-3-methyl-2-oxo-benzimidazol-4-yl]cyclobutyl] methyl]piperazine-1-carboxylate